2-[2-[2-[bis(tert-butoxycarbonyl)amino]ethoxy]ethoxy]ethyl 4-methylbenzenesulfonate CC1=CC=C(C=C1)S(=O)(=O)OCCOCCOCCN(C(=O)OC(C)(C)C)C(=O)OC(C)(C)C